bis(4-hydroxyphenyl)sulfoxide OC1=CC=C(C=C1)S(=O)C1=CC=C(C=C1)O